Benzodithiazol S1SNC2=C1C=CC=C2